ClC1=CC=C(C=C1)C1=CC=NC(N1[C@H](CO)C)C1=CSC=C1C 6-(4-Chlorophenyl)-N-[(2S)-1-hydroxypropan-2-yl]-2-(4-methylthiophen-3-yl)pyrimidin